C[Sn](C1=CC=CC=C1)=O methyl-phenyl-tin (IV) oxide